CC1(C2(CN(C2)C(=O)[O-])CCNC1)C 5,5-dimethyl-2,7-diazaspiro[3.5]Nonane-2-carboxylate